8-(3,5-dichlorophenyl)-N-[(4S)-3,4-dihydro-2H-1-benzopyran-4-yl]-4-(dimethylamino)-7-fluoro-1,5-naphthyridine-3-carboxamide ClC=1C=C(C=C(C1)Cl)C=1C(=CN=C2C(=C(C=NC12)C(=O)N[C@H]1CCOC2=C1C=CC=C2)N(C)C)F